CC1(OCC(CO1)O)C 2,2-Dimethyl-1,3-dioxane-5-ol